N(=[N+]=[N-])[C@@H]1[C@@H](CCC1)O (1R,2S)-2-azidocyclopentan-1-ol